C(CCCCC)N(C([C@H]([C@H](CC)C)NC(=O)[C@@H]1N(CCCC1)C)=O)[C@H](C[C@@H](OC(NC)=O)C=1SC=C(N1)C(=O)O)C(C)C 2-[(1R,3R)-3-[(2S,3S)-N-Hexyl-3-methyl-2-{[(2R)-1-methylpiperidin-2-yl]formamido}pentanamido]-4-methyl-1-[(methylcarbamoyl)oxy]pentyl]-1,3-thiazole-4-carboxylic acid